C(C)(=O)N1CC2(C1)CC(C2)NCC=2C=CC(=NC2)C(=O)NC2=C(C(=CC=C2)C2=C(C(=NC=C2)C2=CC(=C(C=C2)CNC[C@@H]2NC(CC2)=O)OC)Cl)Cl (R)-5-(((2-acetyl-2-azaspiro[3.3]heptan-6-yl)amino)methyl)-N-(2-chloro-3-(3-chloro-2-(3-methoxy-4-((((5-oxopyrrolidin-2-yl)methyl)amino)methyl)phenyl)pyridin-4-yl)phenyl)picolinamide